5-(4-(3-(8-fluoro-5-methyl-1-oxo-1,2-dihydroisoquinolin-3-yl)propyl)piperazin-1-yl)picolinonitrile FC=1C=CC(=C2C=C(NC(C12)=O)CCCN1CCN(CC1)C=1C=CC(=NC1)C#N)C